C(C)(C)(C)C1=C(C(=O)NC2=CC=C(C=C2)N2C3=C(NC(CC2=O)=O)C2=CC=CC=C2C=C3)C=CC=C1 5-[4-(2-tert-butylbenzoylamino)phenyl]-1H-naphtho[1,2-b][1,4]diazepine-2,4(3H,5H)-dione